FC1=C(C=CC(=C1)NC1=NC=C(C(=N1)C=1C=NN(C1)C(C)C)C)N1CCC(CC1)N(CCO)C 2-[[1-[2-Fluoro-4-[[5-methyl-4-(1-prop-2-ylpyrazol-4-yl)pyrimidin-2-yl]amino]phenyl]piperidin-4-yl]-methylamino]ethanol